NC1=C(C(=O)C2=CC=C(C=C2)Br)C=CC=C1 2-Amino-4'-bromobenzophenone